N'-[4-[tert-butyl(dimethyl)silyl]oxy-2-ethyl-phenyl]-6-(2-methylsulfanylphenyl)-4-[[(3S)-tetrahydrofuran-3-yl]amino]pyrrolo[1,2-b]pyridazine-3-carboxamidine [Si](C)(C)(C(C)(C)C)OC1=CC(=C(C=C1)N=C(N)C1=C(C=2N(N=C1)C=C(C2)C2=C(C=CC=C2)SC)N[C@@H]2COCC2)CC